N[C@H]1CS(C2=C(N(C1=O)CC1=CC=C(C=C1)Cl)C=C(C(=C2)F)C2=NOC(=N2)N2CCOC1(CC1)C2)=O (3R)-3-amino-5-[(4-chlorophenyl)methyl]-8-fluoro-7-[5-(4-oxa-7-azaspiro[2.5]octan-7-yl)-1,2,4-oxadiazol-3-yl]-1-oxo-2,3-dihydro-1λ4,5-benzothiazepin-4-one